ClC1=CC=2C3=C(C(=NC2C(=C1C1=CN=CC2=CC=CC=C12)F)N1CC(C1)N(C)C)N=CN3[C@@H]3C[C@H](N(CC3)C(\C=C\CN(C)C)=O)CC#N 2-((2S,4S)-4-(8-chloro-4-(3-(dimethylamino)azetidin-1-yl)-6-fluoro-7-(isoquinolin-4-yl)-1H-imidazo[4,5-c]quinolin-1-yl)-1-((E)-4-(dimethylamino)but-2-enoyl)piperidin-2-yl)acetonitrile